4-((S)-4-acryloyl-2-methylpiperazin-1-yl)-6-fluoro-7-(2-fluoro-6-(isopropylthio)phenyl)-1-(2-isopropyl-4-methylpyridin-3-yl)pyrido[2,3-d]pyrimidin-2(1H)-one C(C=C)(=O)N1C[C@@H](N(CC1)C=1C2=C(N(C(N1)=O)C=1C(=NC=CC1C)C(C)C)N=C(C(=C2)F)C2=C(C=CC=C2SC(C)C)F)C